FC(OC=1C(=NC=CC1)CN1C(C(=CC2=C1N=C(N=C2)C)N2CCN(CC2)C(=O)OC(C)(C)C)=O)F tert-butyl 4-(8-((3-(difluoromethoxy)pyridin-2-yl)methyl)-2-methyl-7-oxo-7,8-dihydropyrido[2,3-d]pyrimidin-6-yl)piperazine-1-carboxylate